2-((4R,5R)-2,2-diethyl-5-phenyl-1,3-dioxolan-4-yl)ethyl pivalate C(C(C)(C)C)(=O)OCC[C@H]1OC(O[C@@H]1C1=CC=CC=C1)(CC)CC